Methyl 4-azidopicolinate N(=[N+]=[N-])C1=CC(=NC=C1)C(=O)OC